BrCC(C(=O)O)(CCCC)CC 2-(bromomethyl)-2-ethylhexanoic acid